OC1=CC=CC(=N1)C1=NC(=CC=C1)O 6,6'-Dihydroxyl-2,2'-bipyridine